(8-Bromo-4-(5-methyloxazol-2-yl)-2,3-dihydro-1H-benzo[b]azepin-1-yl)(6-methoxypyridin-3-yl)methanone BrC=1C=CC2=C(N(CCC(=C2)C=2OC(=CN2)C)C(=O)C=2C=NC(=CC2)OC)C1